CN(C(=O)C=1C=C(C=CC1CC(=O)O)C1=C(C=CC=C1)C(F)(F)F)C 2-(3-(dimethylcarbamoyl)-2'-(trifluoromethyl)-[1,1'-biphenyl]-4-yl)acetic acid